picoline-2,6-dicarboxamide dihydrochloride Cl.Cl.N1C(C=CC=C1C(=O)N)(C)C(=O)N